[N+](=O)([O-])C1=CC=C(C=N1)N1CCNCC1 1-(6-nitro-3-pyridyl)piperazine